E-farnesyl chloride C(\C=C(/C)\CCC=C(C)CCC=C(C)C)Cl